N-(2-Aminoethyl)-3-(trimethoxysilyl)propylamine NCCNCCC[Si](OC)(OC)OC